(7R)-3-cyclopropyl-N-(2-fluoro-2-methylpropyl)-7-[[2-(5-methyl-1,3,4-oxadiazol-2-yl)pyrimidin-5-yl]amino]-7,8-dihydro-6H-cyclopenta[g]isoquinoline-5-sulfonamide C1(CC1)C=1N=CC=2C=C3C(=C(C2C1)S(=O)(=O)NCC(C)(C)F)C[C@@H](C3)NC=3C=NC(=NC3)C=3OC(=NN3)C